O=C1NC(CCC1N1C(C2=CC=CC(=C2C1=O)NC1CCN(CC1)C(=O)N1CCC(CC1)C(=O)O)=O)=O [4-({2-[2,6-dioxopiperidin-3-yl]-1,3-dioxoisoindol-4-yl}amino)piperidine-1-carbonyl]piperidine-4-carboxylic acid